6-(2-methylpyridin-4-yl)-[1,3]thiazolo[4,5-b]pyrazin-2-amine CC1=NC=CC(=C1)C=1N=C2C(=NC1)N=C(S2)N